3,6-difluoro-2-(2-methylpyrazol-3-yl)benzonitrile FC=1C(=C(C#N)C(=CC1)F)C=1N(N=CC1)C